ClC1=NC(=CC(=C1)OCC=1N=C2N(C=C(C=C2N2C(N(C(C2)=O)C)=O)C2CC2)C1)C 1-(2-(((2-chloro-6-methylpyridin-4-yl)oxy)methyl)-6-cyclopropylimidazo[1,2-a]pyridin-8-yl)-3-methylimidazolidine-2,4-dione